CO[C@@H](C)C1=NC=CC=C1B(O)O (S)-(2-(1-methoxyethyl)pyridin-3-yl)boronic acid